5-methylsulfanyl-furan-2-carboxamide CSC1=CC=C(O1)C(=O)N